1-[4-({4-[(3-methyl-4-{[1,2,4]triazolo[1,5-a]pyridin-7-yloxy}phenyl)amino]pyrido[3,2-d]pyrimidin-6-yl}amino)piperidin-1-yl]prop-2-en-1-one CC=1C=C(C=CC1OC1=CC=2N(C=C1)N=CN2)NC=2C1=C(N=CN2)C=CC(=N1)NC1CCN(CC1)C(C=C)=O